2-[(3bR,4aR)-3-(2,6-Diazaspiro[3.3]heptan-2-carbonyl)-3b,4,4a,5-tetrahydro-1H-cyclopropa[3,4]cyclopenta[1,2-c]pyrazol-1-yl]-1-[4-(2,3-dimethylphenyl)piperazin-1-yl]ethan-1-on C1N(CC12CNC2)C(=O)C=2C1=C(N(N2)CC(=O)N2CCN(CC2)C2=C(C(=CC=C2)C)C)C[C@@H]2[C@H]1C2